O[C@@]1([C@@H](CC[C@H](C1)C)C(C)C)C(=O)NCCC1=CC=C(C=C1)C (1S,2S,5R)-1-hydroxy-2-isopropyl-5-methyl-N-(4-methylphenylethyl)cyclohexane-1-carboxamide